O[C@@]1(C(N(CC1)C)=O)C#CC=1C=C(C=CC1)C=1C=CC=2N=C(N=C(C2N1)NC(C)=O)[2H] (R)-N-(6-(3-((3-hydroxy-1-methyl-2-oxopyrrolidin-3-yl)ethynyl)phenyl)pyrido[3,2-d]pyrimidin-4-yl-2-d)acetamide